2-(4-cyclopropyl-6-methoxypyrimidin-5-yl)-4-((4-(1-methyl-4-(trifluoromethyl)-1H-imidazol-2-yl)benzyl)amino)-6,7-dihydro-5H-pyrrolo[3,4-d]pyrimidin-5-one C1(CC1)C1=NC=NC(=C1C=1N=C(C2=C(N1)CNC2=O)NCC2=CC=C(C=C2)C=2N(C=C(N2)C(F)(F)F)C)OC